2-(4-Chloro-benzyl)-3-(4-chloro-phenyl)-4-(morpholine-4-carbonyl)-3,4-dihydro-2H-isoquinolin-1-one ClC1=CC=C(CN2C(C3=CC=CC=C3C(C2C2=CC=C(C=C2)Cl)C(=O)N2CCOCC2)=O)C=C1